[Si](C1=CC=CC=C1)(C1=CC=CC=C1)(C(C)(C)C)OC1C(CCC1)C(=O)NC1CCN(CC1)C 2-[(tert-butyldiphenylsilyl)oxy]-N-(1-methylpiperidin-4-yl)cyclopentane-1-carboxamide